NCC1(CC(CC(C1)(C)C)C(CCCCCCCCCCCN)N)C [3-(aminomethyl)-3,5,5-trimethylcyclohexyl]dodecane-1,12-diamine